C(#N)C=1C=C(C=CC1)C=1N=C(SC1C1=CC(=NC(=C1)C)C)NC(=O)N1C[C@@H](N[C@@H](C1)C)C |r| rac-(3S,5R)-N-[4-(3-Cyanophenyl)-5-(2,6-dimethyl-4-pyridyl)thiazol-2-yl]-3,5-dimethyl-piperazin-1-carboxamid